rac-tert-Butyl (3R,4R)-3-(((3S,5S)-5-((3,4-difluorophenyl)-(ethyl)carbamoyl)-1-(6-methyl-4-(trifluoromethyl)-pyridin-2-yl)-pyrrolidin-3-yl)amino)-4-hydroxy-pyrrolidine-1-carboxylate FC=1C=C(C=CC1F)N(C(=O)[C@@H]1C[C@@H](CN1C1=NC(=CC(=C1)C(F)(F)F)C)N[C@@H]1CN(C[C@H]1O)C(=O)OC(C)(C)C)CC |r|